C1(CC1)C(=O)NC1=CC=C(C=C1)C(CSC1=NN=NN1C1=CC=C(C(=O)O)C=C1)=O 4-(5-((2-(4-(Cyclopropanecarboxamido)phenyl)-2-oxoethyl)thio)-1H-tetrazol-1-yl)benzoic acid